(2S,3S,4R,5R)-2-((1R)-6-chloro-3-hydroxyisochroman-1-yl)-5-(4-methyl-7H-pyrrolo[2,3-d]pyrimidin-7-yl)tetrahydrofuran-3,4-diol ClC=1C=C2CC(O[C@H](C2=CC1)[C@H]1O[C@H]([C@@H]([C@@H]1O)O)N1C=CC2=C1N=CN=C2C)O